CC1=C(C(=C(C1([Hf]C1(C=CC2=CC=3CCCC3C=C12)CCCCCCC)C)C)C)C pentamethylcyclopentadienyl-(1-n-heptyl-1,5,6,7-tetrahydro-s-indacenyl)hafnium